Cl.NCCN1N=C(C=CC1=O)C1=NC=CC=C1 2-(2-aminoethyl)-6-(pyridin-2-yl)pyridazin-3(2H)-one hydrochloride